tert-Butyl 3-[(2,5-difluoro[biphenyl]-3-yl)methyl]-4-[(ethylsulfonyl)amino]-2-azabicyclo[3.1.1]heptane-2-carboxylate FC1=C(C=C(C=C1CC1N(C2CC(C1NS(=O)(=O)CC)C2)C(=O)OC(C)(C)C)F)C2=CC=CC=C2